C(C)(C)C=1C(=NN(C1C=1C=C(C=2N(C1)N=CN2)OC)COCC[Si](C)(C)C)C=2SC(=C(N2)C)C2CCC1(OCCO1)CC2 2-(4-isopropyl-5-(8-methoxy-[1,2,4]triazolo[1,5-a]pyridin-6-yl)-1-((2-(trimethylsilyl)ethoxy)methyl)-1H-pyrazol-3-yl)-4-methyl-5-(1,4-dioxaspiro[4.5]decan-8-yl)thiazole